COC=O formic acid methylEster